(S)-5-chloro-N-(4-fluoro-3-(S-methylsulfonimidoyl)phenyl)-4-(trifluoromethyl)-2-(4-(trifluoromethyl)piperidin-1-yl)benzamide ClC=1C(=CC(=C(C(=O)NC2=CC(=C(C=C2)F)[S@](=O)(=N)C)C1)N1CCC(CC1)C(F)(F)F)C(F)(F)F